C(C)(=O)OCN(CN(CN(CN(COC(C)=O)[N+](=O)[O-])[N+](=O)[O-])[N+](=O)[O-])[N+](=O)[O-] 1,9-Diacetoxy-2,4,6,8-tetranitro-2,4,6,8-tetraazanonane